BrC1=C2C=CN(C(C2=CC(=C1)CN1C[C@H](CCC1)C)=O)C1=CC(=CC=C1)C1(CC(C1)C)C1=NN=CN1C 5-Bromo-2-(3-((1S,3R)-3-methyl-1-(4-methyl-4H-1,2,4-triazol-3-yl)cyclobutyl)phenyl)-7-(((S)-3-methylpiperidin-1-yl)methyl)isoquinolin-1(2H)-one